(S)-1-(3-((4-((3-chloro-2-fluoro-4-(1-methylcyclopropoxy)-phenyl)amino)-7-fluoropyrido[3,2-d]pyrimidin-6-yl)oxy)pyrrolidin-1-yl)prop-2-en-1-one ClC=1C(=C(C=CC1OC1(CC1)C)NC=1C2=C(N=CN1)C=C(C(=N2)O[C@@H]2CN(CC2)C(C=C)=O)F)F